1,3-bis(1-methyl-1-phenylethyl)imidazolium bromide [Br-].CC(C)(C1=CC=CC=C1)N1C=[N+](C=C1)C(C)(C)C1=CC=CC=C1